NC1=NC=NC=2C=3C(CC(C12)(C)C)=C(C(=CC3)O[C@@H]3CC[C@H](CC3)NC(=O)OC(C)(C)C)C(=O)O 4-amino-8-[trans-4-(tert-butoxycarbonylamino)cyclohexoxy]-5,5-dimethyl-6H-benzo[h]quinazoline-7-carboxylic acid